N[C@@H]1C(C[C@H](CC1)NC(OC(C)(C)C)=O)(F)F tert-butyl ((1S,4s)-4-amino-3,3-difluorocyclohexyl)carbamate